1,2,3,9-tetrahydro-9-methyl-4H-carbazolone CN1C2=CC=CC=C2C=2CCCC(C12)=O